N-(5-((2-oxaspiro(3.3)heptan-6-yl)methoxy)-1,3,4-thiadiazol-2-yl)-2'-chloro-5'-methoxy-6-methyl-(4,4'-bipyridine)-3-carboxamide C1OCC12CC(C2)COC2=NN=C(S2)NC(=O)C=2C=NC(=CC2C2=CC(=NC=C2OC)Cl)C